BrC1=CC(=NC=C1)S(=O)(=O)N(C(OC(C)(C)C)=O)C(C)(C)C tert-butyl ((4-bromopyridin-2-yl)-sulfonyl)(tert-butyl)carbamate